diethyl (4-(2-(4-methylpiperazin-1-yl)-2-oxoethoxy)phenylsulfonyl)methylphosphonate CN1CCN(CC1)C(COC1=CC=C(C=C1)S(=O)(=O)CP(OCC)(OCC)=O)=O